BrC=1C=C2C(=NC1)C(C(N2)=O)(C)C 6-bromo-3,3-dimethyl-1H,2H,3H-pyrrolo[3,2-b]pyridin-2-one